NC=1N(N=C2C1[C@@H](N(CC2)C(=O)OC(C)(C)C)C)C2=CC(=C(C=C2)F)C tert-Butyl (4S)-3-amino-2-(4-fluoro-3-methylphenyl)-4-methyl-6,7-dihydro-4H-pyrazolo[4,3-c]pyridine-5-carboxylate